O1CCC(=CC1)C1=CC2=C(N=C(N=C2O)C)N=C1 6-(3,6-dihydro-2H-pyran-4-yl)-2-methylpyrido[2,3-d]pyrimidin-4-ol